1-(7-(allyloxy)-5-fluoro-2,3-dihydro-1H-inden-1-yl)piperazine C(C=C)OC=1C=C(C=C2CCC(C12)N1CCNCC1)F